1-((1H-Pyrazol-4-yl)methyl)-3-(4-((3-(trifluoromethyl)phenyl)sulfonyl)phenyl)urea N1N=CC(=C1)CNC(=O)NC1=CC=C(C=C1)S(=O)(=O)C1=CC(=CC=C1)C(F)(F)F